N(=[N+]=[N-])CC(=O)NCCC(=O)O 2-azidoacetyl-(D-β-alanine)